4-(2-azidopropan-2-yl)-6-chloro-1-(3-((ethylsulfonyl)methyl)cyclobutoxy)-2,7-naphthyridine N(=[N+]=[N-])C(C)(C)C1=CN=C(C2=CN=C(C=C12)Cl)OC1CC(C1)CS(=O)(=O)CC